C1(=CC=CC=C1)C1CC=NN1C(=O)C1CCN(CC1)C(=O)C1=CN=CS1 (5-phenyl-4,5-dihydro-1H-pyrazol-1-yl)(1-(thiazole-5-carbonyl)piperidin-4-yl)methanone